FC1=CC2=C(N=C(N2)C2=NON=C2C)C(=C1)F 3-(5,7-difluoro-benzoimidazol-2-yl)-4-methyl-1,2,5-oxadiazole